ClC1=NC=C(C(=N1)NC=1C=CC=C2CCCN(C12)S(=O)(=O)C)C(=O)OC methyl 2-chloro-4-((1-(methylsulfonyl)-1,2,3,4-tetrahydroquinolin-8-yl)amino)pyrimidin-5-carboxylate